6-cuban-1-yl-2-[(2S,6R)-2-(1-cyclopropylpyrazol-4-yl)-6-methyl-morpholin-4-yl]pyrimidine-4,5-diamine C12(C3C4C5C3C1C5C24)C2=C(C(=NC(=N2)N2C[C@@H](O[C@@H](C2)C)C=2C=NN(C2)C2CC2)N)N